C(C)(=O)N1C[C@@H]2[C@](C1)(COC2)C(=O)N2[C@@H](C[C@H](C2)F)C(=O)N[C@H](C2=CC=C(C=C2)C(C)C)C2=CC=CC=C2 (2S,4R)-1-[(3aS,6aS)-5-acetyl-hexahydro-1H-furo[3,4-c]pyrrole-3a-carbonyl]-4-fluoro-N-[(S)-phenyl[4-(propan-2-yl)phenyl]methyl]pyrrolidine-2-carboxamide